FC=1C=C(OCC(=O)NO)C=CC1CN1CCC(=CC1)C1=CNC2=CC(=CC=C12)F 2-(3-fluoro-4-((4-(6-fluoro-1H-indol-3-yl)-3,6-dihydropyridin-1(2H)-yl)methyl)phenoxy)-N-hydroxyacetamide